(S)-4-bromo-N-(2-((tert-butyldimethylsilyl)oxy)propyl)benzamide BrC1=CC=C(C(=O)NC[C@H](C)O[Si](C)(C)C(C)(C)C)C=C1